C(C)C1=CC=NC=2N1N=CC2I 7-Ethyl-3-iodo-pyrazolo[1,5-a]pyrimidine